ClC=1C=C2C=NC(=NC2=CC1C1CCN(CC1)[C@@H]1[C@@H](COC1)O)NC1=CC(=NS1)C |o1:17,18| (3S,4S) or (3R,4R)-4-(4-{6-chloro-2-[(3-methyl-1,2-thiazol-5-yl)amino]quinazolin-7-yl}piperidin-1-yl)oxolan-3-ol